C(CCCCCCCC=CCC=CCC=CCC)(=O)N[C@@H](CCC(=O)O)C(=O)O N-(9,12,15-octadecatrienoyl)glutamic acid